(5-(1-ethoxyethenyl)-3-fluoropyridin-2-yl)methanol C(C)OC(=C)C=1C=C(C(=NC1)CO)F